C(C)(C)(C)OC(=O)N1CCN(CC1)CC1=CC=C(C=C1)B(O)O [4-[(4-tert-butoxycarbonyl-piperazin-1-yl)methyl]phenyl]boronic acid